N=1N=CN2N=CC(=CC21)OC2=C(C=C(C=C2)NC2=NC=NC1=CC=C(C=C21)NC(C=CC2N(CCC2)C)=O)C N-(4-((4-([1,2,4]triazolo[4,3-b]pyridazin-7-yloxy)-3-methylphenyl)amino)quinazolin-6-yl)-3-(1-methylpyrrolidin-2-yl)acrylamide